OCCCN1CSC=C1C 3-(3-hydroxypropyl)-4-methyl-2,3-dihydro-1,3-thiazol